COC=1C(=C2C=CNC2=C(C1)C)CN1[C@@H](C[C@H](CC1)N1C(CCC1)=O)C1=CC=C(C(=O)O)C=C1 4-((2s,4s)-1-((5-methoxy-7-methyl-1H-indol-4-yl)methyl)-4-(2-oxopyrrolidin-1-yl)piperidin-2-yl)benzoic acid